COC1=CC=C(CO[C@@H]2C(=C[C@@H]([C@H]([C@@H]2OCC2=CC=C(C=C2)OC)OCC2=CC=C(C=C2)OC)COCC2=CC=C(C=C2)OC)C2=CC(=C(C=C2)Cl)CC2=CC=C(C=C2)OCC)C=C1 (2R,3S,4R,5R)-2,3,4-tris(p-methoxybenzyloxy)-5-((p-methoxybenzyloxy)methyl)-4'-chloro-3'-(4-ethoxybenzyl)-2,3,4,5-tetrahydro-1,1'-Biphenyl